COC1=CC=C(C=C1)[C@H](C)NC(CN1N=CC2=C(C1=O)N(C=C2)C)=O (S)-N-(1-(4-methoxyphenyl)ethyl)-2-(1-methyl-7-oxo-1,7-dihydro-6H-pyrrolo[2,3-d]pyridazin-6-yl)acetamide